3-(3,7-dimethyl-7H-pyrrolo[2,3-c]pyridazin-6-yl)-2,2-dimethylpropanoate CC1=CC2=C(N=N1)N(C(=C2)CC(C(=O)[O-])(C)C)C